4-(1,3-benzodioxol-5-yl)-5-(5-ethyl-2,4-dihydroxyphenyl)-2h-pyrazole-3-carboxylic acid O1COC2=C1C=CC(=C2)C2=C(NN=C2C2=C(C=C(C(=C2)CC)O)O)C(=O)O